2,6-di-t-butyl-4-methylphenoxide C(C)(C)(C)C1=C([O-])C(=CC(=C1)C)C(C)(C)C